N-((2,3-dihydrobenzo[b][1,4]dioxin-5-yl)carbamoyl)-4-(2-hydroxypropane-2-yl)furan-2-sulfonamide O1C2=C(OCC1)C(=CC=C2)NC(=O)NS(=O)(=O)C=2OC=C(C2)C(C)(C)O